5-{4-[(4-methyl-3-pyridyl)[p-(trifluoromethyl)phenyl]amino]-1-piperidyl}-2-pyrimidinecarbonitrile CC1=C(C=NC=C1)N(C1CCN(CC1)C=1C=NC(=NC1)C#N)C1=CC=C(C=C1)C(F)(F)F